CC(C#N)(C=CC1=CC2=CC=CC=C2C=C1)C 2,2-dimethyl-4-(naphthalen-2-yl)but-3-enenitrile